Methyl 1-[1-(diphenylmethyl) acridin-3-yl]-1H-pyrazole-4-carboxylate C1(=CC=CC=C1)C(C1=CC(=CC2=NC3=CC=CC=C3C=C12)N1N=CC(=C1)C(=O)OC)C1=CC=CC=C1